(S)-(1-methyl-4-oxo-5-(tetrahydrofuran-3-yl)-4,5-dihydro-1H-pyrrolo[3,2-c]pyridin-3-yl)carbamic acid tert-butyl ester C(C)(C)(C)OC(NC1=CN(C2=C1C(N(C=C2)[C@@H]2COCC2)=O)C)=O